4-(3,5-dimethyladamantan-1-yl)amino-1-butanol ethyl-2-(3,4-dichlorophenyl)-1-ethyl-6-[(6-fluoro-3-pyridyl)oxy]-4-oxo-pyridine-3-carboxylate C(C)C=1C(C(=C(N(C1OC=1C=NC(=CC1)F)CC)C1=CC(=C(C=C1)Cl)Cl)C(=O)OCCCCNC12CC3(CC(CC(C1)C3)(C2)C)C)=O